(Z)-5-[4-(piperidin-4-oxy)benzylidene]imidazoline-2,4-dione N1CCC(CC1)OC1=CC=C(\C=C/2\C(NC(N2)=O)=O)C=C1